2,2-difluoro-ethanone FC(C=O)F